ClC1=CC=C(C=C1)C1=C(CCC(C1)(C)C)CN1CCN(CC1)C1=CC(=C(C(=O)N)C=C1)N1C2=C(O[C@@H](C1)C)N=C1C(=C2)C=CN1 4-(4-((4'-chloro-5,5-dimethyl-3,4,5,6-tetrahydro-[1,1'-biphenyl]-2-yl)methyl)piperazin-1-yl)-2-((R)-3-methyl-2,3-dihydropyrrolo[3',2':5,6]pyrido[2,3-b][1,4]oxazin-1(6H)-yl)benzamide